P1=C(C=CC=2C3=CC=CC=C3C=CC12)C1=C(C=CC=C1)C1=CC=CC=C1 phosphaphenanthryl-biphenyl